((1-methoxycyclopropyl)methyl)-6-methylnicotinonitrile COC1(CC1)CC1=C(C#N)C=CC(=N1)C